FC=1C=CC=2N(C1)N=C(N2)N[C@@H]2C[C@H](CC2)NC2=CC=C(C=N2)N2C(C=CC=C2)=O 6'-(((1S,3S)-3-((6-fluoro-[1,2,4]triazolo[1,5-a]pyridin-2-yl)amino)cyclopentyl)amino)-2H-[1,3'-bipyridinyl]-2-one